(3-Fluoroazetidin-1-yl)-5,6-dihydropyrido[3,4-d]pyrimidine-7(8H)-carboxylic acid tert-butyl ester C(C)(C)(C)OC(=O)N1CC=2N=C(N=CC2CC1)N1CC(C1)F